N1=C(C=NC=C1)NC(C)=O N-(pyrazin-2-yl)acetamid